3-(4-((R)-2,7-diazaspiro[4.4]nonan-2-yl)phenyl)piperidine-2,6-dione C1N(CC[C@]12CNCC2)C2=CC=C(C=C2)C2C(NC(CC2)=O)=O